ClC1=C(C=C(C(=C1)Cl)Cl)O 2,4,5-TRICHLOROPHENOL